C(C1=CC=CC=C1)N1N=C(C(=C1NC(=O)[C@@H]1C(C1)(F)F)C)C1CC(C1)(F)F (R)-N-(1-benzyl-3-(3,3-difluoro-cyclobutyl)-4-methyl-1H-pyrazol-5-yl)-2,2-difluorocyclopropane-1-carboxamide